((1S,3S)-3-aminocyclohexyl)(4-(5-(trifluoromethyl)pyrimidin-2-yl)piperazin-1-yl)methanone hydrochloride Cl.N[C@@H]1C[C@H](CCC1)C(=O)N1CCN(CC1)C1=NC=C(C=N1)C(F)(F)F